2-bromo-1-(5-bromo-1H-indol-3-yl)propan-1-one BrC(C(=O)C1=CNC2=CC=C(C=C12)Br)C